N-methyl-o-fluoroaniline CNC1=C(C=CC=C1)F